C(C)(C)(C)OC(=O)N[C@H](C(=O)O)CCC1=C2C=CC=NC2=CC=C1 (S)-2-((tert-butoxycarbonyl)amino)-4-(quinolin-5-yl)butanoic acid